(R)-1-phenyl-2-aminoethanol hydrochloride Cl.C1(=CC=CC=C1)[C@H](CN)O